ClC=1C=C(OCCCC(=O)O)C=C(C1OC1=NNC(C(=C1)C(C)C)=O)Cl 4-(3,5-dichloro-4-((5-isopropyl-6-oxo-1,6-dihydropyridazin-3-yl)oxy)phenoxy)butanoic acid